C(#N)C1=NC(=NC=C1)N1CCC2(CC1)[C@@H](C1=CC=CC=C1C2)N[S@](=O)C(C)(C)C (R)-N-((S)-1'-(4-cyanopyrimidin-2-yl)-1,3-dihydrospiro[inden-2,4'-piperidin]-1-yl)-2-methylpropane-2-sulfinamide